N-cyclopropyl-6-fluoro-5-(piperidin-4-yl)picolinamide C1(CC1)NC(C1=NC(=C(C=C1)C1CCNCC1)F)=O